methylene-1,3-dioxane C=C1OCCCO1